C(CCCCCCCCCCCCC)CN([O-])C Myristyl-dimethylaminoxid